OC=1C=C(C=CC1O)/C=C/C(=O)C1=C(C=C(C(=C1)OC)OC)O (E)-3-(3,4-dihydroxyphenyl)-1-(2-hydroxy-4,5-dimethoxyphenyl)prop-2-en-1-one